1-Butyl-3-(4-vinylbenzyl)-1H-imidazol-3-ium chloride [Cl-].C(CCC)N1C=[N+](C=C1)CC1=CC=C(C=C1)C=C